4-tert-butyl-N-[(1s,4s)-4-{[2-(trifluoromethyl)quinolin-4-yl]amino}cyclohexyl]benzamide C(C)(C)(C)C1=CC=C(C(=O)NC2CCC(CC2)NC2=CC(=NC3=CC=CC=C23)C(F)(F)F)C=C1